NC=1C2=C(N=CN1)N(C=C2)[C@@H]2O[C@@H]([C@H]([C@H]2O)O)CSCC2=C(N=NN2C)C2=CC=CC=C2 (2R,3R,4S,5S)-2-(4-Amino-7H-pyrrolo[2,3-d]pyrimidin-7-yl)-5-((((1-methyl-4-phenyl-1H-1,2,3-triazol-5-yl)methyl)thio)methyl)tetrahydrofuran-3,4-diol